methyl 1-{3-chloro-4-[(3,5-difluoropyridin-2-yl)(2H2)methoxy]-3'-fluoro-5',6-dimethyl-2-oxo-[1,4'-bipyridin]-2'-yl}pyrazole-3-carboxylate ClC=1C(N(C(=CC1OC([2H])([2H])C1=NC=C(C=C1F)F)C)C1=C(C(=NC=C1C)N1N=C(C=C1)C(=O)OC)F)=O